tert-butyl (4-(1-hydroxybut-2-yn-1-yl)benzyl)carbamate OC(C#CC)C1=CC=C(CNC(OC(C)(C)C)=O)C=C1